BrC1=C(C(=CC=2OCCN(C21)CC2=CC=C(C=C2)OC)C2=C(C(=O)N)C=C(C=C2F)C(F)(F)F)C(C2=C(C=CC(=C2)F)Cl)=O (5-bromo-6-(2-chloro-5-fluorobenzoyl)-4-(4-methoxybenzyl)-3,4-dihydro-2H-benzo[b][1,4]oxazin-7-yl)-3-fluoro-5-(trifluoromethyl)benzamide